4-(2-propyne-1-oxy)isoindoline-1,3-dione C(C#C)OC1=C2C(NC(C2=CC=C1)=O)=O